tert-butyl 4-[2-[3-[7-chloro-4-[(3,4-dimethoxyphenyl)methylamino]-1-isopropyl-pyrazolo[4,3-c]pyridin-3-yl]-5-cyclopropyl-isoxazol-4-yl]pyrimidin-5-yl]piperidine-1-carboxylate ClC=1C2=C(C(=NC1)NCC1=CC(=C(C=C1)OC)OC)C(=NN2C(C)C)C2=NOC(=C2C2=NC=C(C=N2)C2CCN(CC2)C(=O)OC(C)(C)C)C2CC2